NC1=C(C=C(C=C1C1=CC(=NC=C1)N1C[C@H](CC1)N)F)C1=CC(=C(C=C1)N1C(N(C=C1)C)=O)Cl (S)-1-(2'-amino-3'-(2-(3-aminopyrrolidin-1-yl)pyridin-4-yl)-3-chloro-5'-fluoro-[1,1'-biphenyl]-4-yl)-3-methyl-1H-imidazol-2(3H)-one